FC(C(=O)O)(F)F.N1(CCCCC1)C1=CC=C(C=C1)C1=CC=C(C=C1)SC=1N=NNC1C(=O)O 4-((4'-(piperidin-1-yl)-[1,1'-biphenyl]-4-yl)thio)-1H-1,2,3-triazole-5-carboxylic acid 2,2,2-trifluoroacetate